O=C1N(CCC(N1)=O)C1=CC=C(C=C1)NC(CN1[C@H](CN(C[C@H]1C)C(=O)[O-])C)=O (3s,5r)-4-(2-((4-(2,4-dioxotetrahydropyrimidine-1(2H)-yl) phenyl) amino)-2-oxoethyl)-3,5-dimethylpiperazine-1-carboxylate